4-Benzyl-7-chloro-6-fluoro-3,4-dihydro-2H-1,4-benzoxazine-5-carboxylic acid C(C1=CC=CC=C1)N1CCOC=2C1=C(C(=C(C2)Cl)F)C(=O)O